Cl.NC1=C2CN(C(C2=CC=C1)=O)C1C(N(C(CC1)=O)CCCC)=O 3-(4-amino-1-oxoisoindolin-2-yl)-1-butylpiperidine-2,6-dione hydrochloride